(4-(3-(aminomethyl)phenyl)piperidin-1-yl)(4-bromobenzo[b]thiophen-2-yl)methanone NCC=1C=C(C=CC1)C1CCN(CC1)C(=O)C1=CC2=C(S1)C=CC=C2Br